CN1C(=C2CCCC(C2=C1)=O)C(=O)O 2-Methyl-4-oxo-4,5,6,7-tetrahydro-2H-isoindole-1-carboxylic acid